3-bromo-1-cyclopropyl-1H-indazole-6-carboxylic acid BrC1=NN(C2=CC(=CC=C12)C(=O)O)C1CC1